NC1CCC(CC1)N(C1=C2CN(C(C2=CC=C1)=O)C1C(NC(CC1)=O)=O)CCCC1CCOCC1 3-(4-(((1r,4r)-4-aminocyclohexyl)(3-(tetrahydro-2H-pyran-4-yl)propyl)amino)-1-oxoisoindolin-2-yl)piperidine-2,6-dione